CC1(OB(OC1(C)C)C=1C=C2C=NNC2=C(C1)C(F)(F)F)C 5-(4,4,5,5-tetramethyl-1,3,2-dioxaborolan-2-yl)-7-(trifluoromethyl)-1H-indazole